FC(C=1C=C(CN2C=NC(=C2)C(=O)O)C=CC1)(F)F 1-[3-(trifluoromethyl)benzyl]-1H-imidazole-4-carboxylic acid